C/C=C(\\CO)/C1=C(C(=CC(=O)O1)OC)CO The molecule is a member of the class of 2-pyranones that is 2H-pyran-2-one substituted by a (2E)-1-hydroxybut-2-en-2-yl group at position 6, a hydroxymethyl group at position 5 and a methoxy group at position 4. It has been isolated from the solid-fermentation culture of Chaetomium globosum and has been shown to exhibit antibacterial activity. It has a role as an antibacterial agent and a Chaetomium metabolite. It is a member of 2-pyranones and a diol.